FC(OC1=C(C(=CC=C1)C(F)(F)F)S(=O)(=O)Cl)F 2-(difluoromethoxy)-6-(trifluoromethyl)benzenesulfonyl chloride